COC1=C(C=CC(=C1)C2=CC(=O)C3=C(C(=C(C(=C3O2)OC)OC)O)O)O The molecule is a trimethoxyflavone that is flavone substituted by methoxy groups at positions 7, 8 and 3' and hydroxy groups at positions 5, 6 and 4'. It has a role as a plant metabolite. It is a trimethoxyflavone and a trihydroxyflavone. It derives from a flavone.